(R)-1-(2-Chloro-3-(4-(2-((1-(methylsulfonyl)piperidin-4-yl)amino)-5-(trifluoromethyl)pyrimidin-4-yl)-1H-imidazol-1-yl)benzyl)pyrrolidin-3-ol ClC1=C(CN2C[C@@H](CC2)O)C=CC=C1N1C=NC(=C1)C1=NC(=NC=C1C(F)(F)F)NC1CCN(CC1)S(=O)(=O)C